C1(CC1)C=1C(=NC(=NC1)C1=NN(C2=NC=CC=C21)CC2=C(C=CC=C2)F)N 5-cyclopropyl-2-[1-(2-fluoro-benzyl)-1H-pyrazolo[3,4-b]pyridin-3-yl]-pyrimidin-4-ylamine